C(CC)[Si](OC)(OC)C[Si](C)(C)C n-propyl(trimethylsilylmethyl)dimethoxysilane